O=C1CCC(=NN1)C=1C=C2CC(NC2=CC1)=O 5-(6-oxo-1,4,5,6-tetrahydro-pyridazin-3-yl)-1,3-dihydro-indol-2-one